5-(4-chlorophenyl)-5-(2-(pyridin-4-yl)ethyl)furan-2(5H)-one ClC1=CC=C(C=C1)C1(C=CC(O1)=O)CCC1=CC=NC=C1